[Ni+2].C(C)(C)(C)C=1C(=C(C=CC1)OC)O tert-Butyl-Hydroxyanisole nickel (II)